ClC1=C(C=C(C=N1)N1C(N(C(C1(C)C)=O)C1=CC(=C(C#N)C=C1)C(F)(F)F)=S)CC 4-(3-(6-chloro-5-ethylpyridin-3-yl)-4,4-dimethyl-5-oxo-2-thioxoimidazol-1-yl)-2-(trifluoromethyl)benzonitrile